trans-4-(6-cyclopropyl-3-{[(5-fluoro-1H-benzimidazol-2-yl)methyl]amino}-1H-pyrazolo[3,4-b]pyrazin-1-yl)cyclohexan-1-ol C1(CC1)C1=CN=C2C(=N1)N(N=C2NCC2=NC1=C(N2)C=CC(=C1)F)[C@@H]1CC[C@H](CC1)O